NC1=CC=C(C=C1)N1CCC2(CCN(C2)C(C(F)(F)F)=O)CC1 1-[8-(4-aminophenyl)-2,8-diazaspiro[4.5]decan-2-yl]-2,2,2-trifluoro-ethanone